FC1=C(C=CC(=C1)F)NC(=O)C1=NN(C(C=C1C)=O)C1=CC(=C(C=C1)OC1=CC=NC2=CC(=C(C=C12)OC)OCCCN1CCC(CC1)C)F N-(2,4-difluorophenyl)-1-(3-fluoro-4-{6-methoxy-7-[3-(4-methyl-1-piperidinyl)propoxy]quinolin-4-yloxy}phenyl)-4-methyl-6-oxo-1,6-dihydropyridazine-3-carboxamide